1-(1Z-octadecenyl)-2-(9Z-octadecenoyl)-glycero-3-phospho-(1'-sn-glycerol) CCCCCCCCCCCCCCCC/C=C\OC[C@H](COP(=O)(O)OC[C@H](CO)O)OC(=O)CCCCCCC/C=C\CCCCCCCC